N-(2-cyclopropylpyrimidin-4-yl)-2-(4,4-dimethyl-1,4-azasilinan-1-yl)-4-((2-hydroxyethyl)sulfonamido)benzamide C1(CC1)C1=NC=CC(=N1)NC(C1=C(C=C(C=C1)NS(=O)(=O)CCO)N1CC[Si](CC1)(C)C)=O